ClC=1C=C(C=CC1C#N)C1=NN(C=C1)C[C@H](C)NC(=O)C=1N=C(SC1)C(=O)OCC (S)-ethyl 4-(1-(3-(3-chloro-4-cyanophenyl)-1H-pyrazol-1-yl)propan-2-yl-carbamoyl)thiazole-2-carboxylate